barium Strontium Titanium [Ti].[Sr].[Ba]